FC1(CC1)C(=O)N[C@H](C(=O)N1[C@@H](C[C@H](C1)O)C(=O)N[C@@H](CC(=O)NCCCCCCCCCC(=O)O)C1=CC=C(C=C1)C1=C(N=CS1)C)C(C)(C)C 10-((S)-3-((2S,4R)-1-((S)-2-(1-Fluorocyclopropane-1-carboxamido)-3,3-dimethylbutanoyl)-4-hydroxypyrrolidine-2-carboxamido)-3-(4-(4-methylthiazol-5-yl)phenyl)propanamido)decanoic acid